FC1=CC=C(OC(C(=O)N2CC(N(CC2)S(=O)(=O)C2=CC=C(C(=O)O)C=C2)C)(C)C)C=C1 4-((4-(2-(4-fluorophenoxy)-2-methylpropanoyl)-2-methylpiperazin-1-yl)sulfonyl)benzoic acid